methyl 3-(2-(((1S,3S)-3-((tert-butoxycarbonyl)amino)cyclopentyl)amino)-5-(trifluoromethyl)pyrimidine-4-yl)-7-(dimethylphosphoryl)-1H-indole-6-carboxylate C(C)(C)(C)OC(=O)N[C@@H]1C[C@H](CC1)NC1=NC=C(C(=N1)C1=CNC2=C(C(=CC=C12)C(=O)OC)P(=O)(C)C)C(F)(F)F